O1CCN(CC1)C1=CC=2OCCC3N(C2N=C1)CCNC3 3-morpholino-6,7,7a,8,10,11-hexahydro-9H-pyrazino[1,2-d]pyrido[3,2-b][1,4]oxazepin